(S)-1-(3-((2-(2-(benzyloxy)-4,6-dihydroxybenzoyl)-1,2,3,4-tetrahydroisoquinolin-8-yl)amino)piperidin-1-yl)ethan-1-one C(C1=CC=CC=C1)OC1=C(C(=O)N2CC3=C(C=CC=C3CC2)N[C@@H]2CN(CCC2)C(C)=O)C(=CC(=C1)O)O